2-(o-tolyl-(4-(p-tolyl)piperazin-1-yl)methyl)phenol C1(=C(C=CC=C1)C(C1=C(C=CC=C1)O)N1CCN(CC1)C1=CC=C(C=C1)C)C